ClC1=NC=C(C(=C1)C1=C(C=NC(=C1)C)C(=O)NC=1SC=2N=C(N=CC2N1)N1CC(C1)OC)OC 2'-chloro-5'-methoxy-N-[5-(3-methoxyazetidin-1-yl)-[1,3]thiazolo[5,4-d]pyrimidin-2-yl]-6-methyl-[4,4'-bipyridine]-3-carboxamide